2-chloro-N-(3-(2-(2-chloropyrimidin-4-yl)acetyl)-2-fluorophenyl)-6-(trifluoromethyl)-benzenesulfonamide ClC1=C(C(=CC=C1)C(F)(F)F)S(=O)(=O)NC1=C(C(=CC=C1)C(CC1=NC(=NC=C1)Cl)=O)F